NC=1C2=C(N=C(N1)Cl)N(C=C2C=2SC=C(N2)CC2=CC=CC=C2)[C@H]2[C@@H]([C@@H]([C@H](C2)[C@@H]2CN(CCC2)C)O)O (1R,2S,3R,5R)-3-(4-Amino-5-(4-benzylthiazol-2-yl)-2-chloro-7H-pyrrolo[2,3-d]pyrimidin-7-yl)-5-((R)-1-methylpiperidin-3-yl)cyclopentane-1,2-diol